O=C1C(O)=C([O-])[C@H](O1)[C@@H](O)CO.[Mg+2].O=C1C(O)=C([O-])[C@H](O1)[C@@H](O)CO magnesium L-ascorbate